(E)-1-benzyl-7-fluoro-3-(nitromethylene)indol-2-one C(C1=CC=CC=C1)N1C(/C(/C2=CC=CC(=C12)F)=C/[N+](=O)[O-])=O